C(#N)C1=CC=C(C=C1)NC(=S)NC(CC(=O)O)C1=CC=CC=C1 3-{[(4-cyanophenyl)carbamothioyl]amino}-3-phenylpropanoic acid